3-(4-chlorophenyl)glutaric anhydride ClC1=CC=C(C=C1)C1CC(=O)OC(C1)=O